(rac)-3-(1-tosyl-1H-pyrrolo[2,3-b]pyridin-5-yl)cyclopent-2-en-1-ol S(=O)(=O)(C1=CC=C(C)C=C1)N1C=CC=2C1=NC=C(C2)C2=C[C@@H](CC2)O |r|